N-(1-methyl-1H-pyrazol-4-yl)benzamide CN1N=CC(=C1)NC(C1=CC=CC=C1)=O